5-([4-[3-(2-[3-[1-(2,6-dioxopiperidin-3-yl)-3-methyl-2-oxo-1,3-benzodiazol-5-yl]propoxy]ethoxy)propyl]phenyl]methoxy)hexanamide acetate C(C)(=O)O.O=C1NC(CCC1N1C(N(C2=C1C=CC(=C2)CCCOCCOCCCC2=CC=C(C=C2)COC(CCCC(=O)N)C)C)=O)=O